FC1=CC=C(C=C1)NC([C@@H](C)C=1C=C2CCCN(C2=CC1)C(C[C@@H](C)O)=O)=O (2S)-N-(4-fluorophenyl)-2-{1-[(3R)-3-hydroxybutanoyl]-1,2,3,4-tetrahydroquinolin-6-yl}propanamide